C(C)C=1C2=CC=CC3=CC=C(C1C1=CC=C(C=C1)O)N23 4-(2-ethyl-11-azatricyclo[5.3.1.04,11]undeca-1(10),2,4,6,8-pentaen-3-yl)phenol